C(C)(C)(C)OC(NS(=O)(=O)N1CC2=CC=C(C=C2CC1)C1=NNC(C2=CC(=C(C=C12)OC)OC)=O)=O ((6-(6,7-dimethoxy-4-oxo-3,4-dihydrophthalazin-1-yl)-3,4-dihydroisoquinolin-2(1H)-yl)sulfonyl)carbamic acid tert-butyl ester